C(CCCCCCC)(=O)O.C(C(C)O)O propylene glycol Monocaprylate